L-(+)-glycine NCC(=O)O